FC1CC(N(C1)C(CC1=NC(=NO1)C)=O)C(=O)NC(C1=CC=C(C=C1)C(C)C)C1=CC=CC=C1 4-fluoro-1-[2-(3-methyl-1,2,4-oxadiazol-5-yl)acetyl]-N-{phenyl[4-(propan-2-yl)phenyl]methyl}pyrrolidine-2-carboxamide